C1(CC1)[C@]1(C(N(C[C@H]1C)C1=NN(C2=CN=CC=C21)C=2C=NN(C2)CC)=O)C#N (3R,4S)-3-cyclopropyl-1-(1-(1-ethyl-1H-pyrazol-4-yl)-1H-pyrazolo[3,4-c]pyridin-3-yl)-4-methyl-2-oxopyrrolidine-3-carbonitrile